2-methyl-9-oxo-11-{4-[(1-oxo-behenyl) oxy] butyl}-2,8-diaza-5,10-dioxapentadec-15-yl-behenate CN(C)CCOCCNC(OC(CCCCOC(CCCCCCCCCCCCCCCCCCCCC)=O)CCCCOC(CCCCCCCCCCCCCCCCCCCCC)=O)=O